6-chloro-3-methyl-4-(1-methylazetidin-3-yl)pyridazine ClC1=CC(=C(N=N1)C)C1CN(C1)C